C(CCCCCC)C(C(=O)O)(CCCC(=O)O)CCCCCCCCC.C(CCCCCC)OC(CCCCC(=O)O)=O.CC1=NC=NC2=C(C=C(C=C12)Br)OCCNCC 4-methyl-6-bromo-8-(N-ethyl-2-aminoethoxy)quinazoline heptyl-adipate (heptyl-nonyl-adipate)